ClC1=C2C=CC=NC2=C(C(=C1)C(NC(=O)C1CNC1)C=1C=NC=CC1)O N-((5-chloro-8-hydroxyquinolin-7-yl)(pyridin-3-yl)methyl)azetidine-3-carboxamide